1-(tert-butyl)-2-octadecyl-disulfane C(C)(C)(C)SSCCCCCCCCCCCCCCCCCC